3-(4-isopropylpiperazin-1-yl)-N-[6-[3-(6-methyl-2-pyridyl)-1H-pyrazol-4-yl]-1,5-naphthyridin-3-yl]propanamide C(C)(C)N1CCN(CC1)CCC(=O)NC=1C=NC2=CC=C(N=C2C1)C=1C(=NNC1)C1=NC(=CC=C1)C